5-ethyl-N-((6-methoxy-1-methyl-1H-benzimidazol-7-yl)methyl)thiophene-3-carboxamide C(C)C1=CC(=CS1)C(=O)NCC1=C(C=CC2=C1N(C=N2)C)OC